4-(3,3-difluoroazetidin-1-yl)piperidine hydrochloric acid salt Cl.FC1(CN(C1)C1CCNCC1)F